3,5-dihydroxypyridine OC=1C=NC=C(C1)O